ClC1=CC=C(CC2OC(C3=CC=CC=C23)=O)C=C1 3-(4-chlorobenzyl)isobenzofuran-1(3H)-one